2-amino-3,5-dibromo-4-fluorobenzoic acid NC1=C(C(=O)O)C=C(C(=C1Br)F)Br